(+)-tert-butyl 2-(4-(4-chlorophenyl)-2,3,9-trimethyl-6H-thieno[3,2-f][1,2,4]triazolo[4,3-a][1,4]diazepin-6-yl)acetate ClC1=CC=C(C=C1)C1=NC(C=2N(C3=C1C(=C(S3)C)C)C(=NN2)C)CC(=O)OC(C)(C)C